2-ethylhexyl palmitate (octyl palmitate) C(CCCCCCC)C(C(=O)O)CCCCCCCCCCCCCC.C(CCCCCCCCCCCCCCC)(=O)OCC(CCCC)CC